Dimethyl-HydroQuinone CC=1C(=C(O)C=CC1O)C